1-cyclopropyl-N-(1-(1-cyclopropyl-1H-benzo[d]imidazol-2-yl)piperidin-4-yl)-3-(3-fluorophenyl)-1H-indazol-6-amine C1(CC1)N1N=C(C2=CC=C(C=C12)NC1CCN(CC1)C1=NC2=C(N1C1CC1)C=CC=C2)C2=CC(=CC=C2)F